methyl (R)-6-chloro-3-((1-(2-(3,3-difluoropyrrolidin-1-yl)-3,6-dimethyl-4-oxo-3,4-dihydroquinazolin-8-yl)ethyl)amino)picolinate ClC1=CC=C(C(=N1)C(=O)OC)N[C@H](C)C=1C=C(C=C2C(N(C(=NC12)N1CC(CC1)(F)F)C)=O)C